FC1=NC(=C2N=CN(C2=N1)C1OCC1)NC1=C(C(=C(C=C1)OC)OC)OC 2-fluoro-6-(2,3,4-trimethoxyanilino)-9-(oxetan-2-yl)-9H-purine